2-(1-naphthylethyl)-1H-benzimidazole C1(=CC=CC2=CC=CC=C12)CCC1=NC2=C(N1)C=CC=C2